(1R,3S)-1-{[(benzyloxy)carbonyl]amino}-3-fluoro-8-azaspiro[4.5]decane-8-carboxylic acid benzyl ester C(C1=CC=CC=C1)OC(=O)N1CCC2(C[C@@H](C[C@H]2NC(=O)OCC2=CC=CC=C2)F)CC1